1-(4-(2-(4-bromophenyl)-propan-2-yl)thiazol-2-yl)-3-(3-(piperazin-1-yl)benzyl)urea BrC1=CC=C(C=C1)C(C)(C)C=1N=C(SC1)NC(=O)NCC1=CC(=CC=C1)N1CCNCC1